1-((2R,3R,4S,5R)-3,4-dihydroxy-5-(hydroxymethyl)tetrahydrofuran-2-yl)-3-((2-(3-methyl-2,6-dioxo-7-propyl-2,3,6,7-tetrahydro-1H-purin-1-yl)ethoxy)carbonyl)pyridine O[C@H]1[C@@H](O[C@@H]([C@H]1O)CO)N1CC(=CC=C1)C(=O)OCCN1C(N(C=2N=CN(C2C1=O)CCC)C)=O